C1(=CC=CC=C1)C(C)OC1=CC=C(C=C1)C1=CC2=C(N=CN=C2)N1 6-(4-(1-phenylethoxy)phenyl)-7H-pyrrolo[2,3-d]pyrimidine